O=C1C(C(C1)C(=O)O)(Cl)Cl 3-oxo-2,2-dichloro-1-cyclobutanecarboxylic acid